(S)-3-chloro-5-((3-methylpiperidin-1-yl)methyl)pyrazolo[1,5-a]pyridine-7-carboxylic acid ClC=1C=NN2C1C=C(C=C2C(=O)O)CN2C[C@H](CCC2)C